bis(tri-tert-butylphosphino)platinum (0) C(C)(C)(C)P(C(C)(C)C)(C(C)(C)C)[Pt-2]P(C(C)(C)C)(C(C)(C)C)C(C)(C)C